3-(hept-3-en-2-yl)-5-PHENYLPYRIDINE CC(C=CCCC)C=1C=NC=C(C1)C1=CC=CC=C1